C(C1=CC=CC=C1)N1CC(C(CC1)(F)F)C(F)(F)F 1-benzyl-4,4-difluoro-3-(trifluoromethyl)piperidine